2-Cyclopropoxy-N-phenethyl-1H-benzo[d]imidazole-1-carboxamide C1(CC1)OC1=NC2=C(N1C(=O)NCCC1=CC=CC=C1)C=CC=C2